O=C[C@H](C)NC(OC(C)(C)C)=O tert-Butyl (S)-(1-oxopropan-2-yl)carbamate